CN(C)S(=O)(=O)N1C=C(N=C1)C=O 4-Formyl-N,N-dimethyl-1H-imidazole-1-sulfonamide